C(C)OC=1N=NC=CC1C1=CC(=C2C(=N1)C(=NN2[C@@H](CC)C)C)NCC=2C=NN(C2)C (R)-5-(3-ethoxypyridazin-4-yl)-3-methyl-N-[(1-methylpyrazol-4-yl)methyl]-1-[1-methylpropyl]pyrazolo[4,3-b]pyridin-7-amine